4-methyl-2-(5-methyloxazol-2-yl)thiazole-5-carboxylic acid CC=1N=C(SC1C(=O)O)C=1OC(=CN1)C